4-(4-((5-Chloro-2-methyl-6-(2H-1,2,3-triazol-2-yl)pyridin-3-yl)carbamoyl)-5-(trifluoromethyl)-1H-pyrazol-1-yl)thieno[2,3-c]pyridin-7-carboxamid ClC=1C=C(C(=NC1N1N=CC=N1)C)NC(=O)C=1C=NN(C1C(F)(F)F)C1=C2C(=C(N=C1)C(=O)N)SC=C2